COC(CCC(C(=O)N)N1C(C2=CC=CC(=C2C1)O)=O)=O 5-amino-4-(4-hydroxy-1-oxo-isoindolin-2-yl)-5-oxo-pentanoic acid methyl ester